C(C1=CC=CC=C1)C1C2C3(N=CC1CC3CN2C)C(=O)N 7-benzyl-1-methyl-2,3,3a,6,7,7a-hexahydro-1H-3,6-methanopyrrolo[3,2-b]pyridine-3a-carboxamide